6,7-Difluoro-8-(6-fluoro-1H-indol-4-yl)-1,4,4-trimethyl-9-(trifluoromethyl)-5H-[1,2,4]triazolo[4,3-a]quinoxaline FC1=C2NC(C=3N(C2=C(C(=C1F)C1=C2C=CNC2=CC(=C1)F)C(F)(F)F)C(=NN3)C)(C)C